FC=1C=2N(C=C(C1OC(C)C)C(=O)O)C=C(N2)[C@]21CO[C@](CC2)(C1)C 8-fluoro-7-isopropoxy-2-((1R,4S)-1-methyl-2-oxabicyclo[2.2.1]hept-4-yl)imidazo[1,2-a]pyridine-6-carboxylic acid